rac-Benzyl 3-(methoxymethyl)[1,4'-bipiperidine]-1'-carboxylate COC[C@H]1CN(CCC1)C1CCN(CC1)C(=O)OCC1=CC=CC=C1 |r|